Potassium dihydrogenphosphate-Biotin Magnesium sulfate S(=O)(=O)([O-])[O-].[Mg+2].OC(=O)CCCC[C@@H]1SC[C@@H]2NC(=O)N[C@H]12.P(=O)(O)(O)[O-].[K+]